[I-].C(CCCCC)OC=1C(=NSN1)C1=CCC[N+](C1)(C(C)OC(CC)=O)C 5-(4-(Hexyloxy)-1,2,5-thiadiazol-3-yl)-1-methyl-1-(1-(propionyloxy)ethyl)-1,2,3,6-tetrahydropyridin-1-ium iodide